BrC1=C(N=C2N(C1=O)C=CC=C2C2=CC=C(C(=O)NC1CCOCC1)C=C2)C(F)(F)F 4-(3-bromo-4-oxo-2-(trifluoromethyl)-4H-pyrido[1,2-a]pyrimidin-9-yl)-N-(tetrahydro-2H-pyran-4-yl)benzamide